COC(CN1CCOC2=C1C=CC(=C2)Br)=O 2-(7-bromo-2,3-dihydro-1,4-benzoxazin-4-yl)acetic acid methyl ester